IC=1C=CC(=NC1)NCCN(C)C N-(5-iodo-2-pyridyl)-N',N'-dimethyl-ethane-1,2-diamine